α,Nε-bis(9-fluorenyl-methoxycarbonyl)-L-lysine C1=CC=CC=2C3=CC=CC=C3C(C12)COC(=O)[C@](N)(CCCCNC(=O)OCC1C2=CC=CC=C2C=2C=CC=CC12)C(=O)O